CC(C(C=O)=C)CCCC(=C)C 3,7-dimethyl-2-methylene-7-octenal